C(C)(CC)[Zn]C(C)CC disec-butyl-zinc